Dichloroacetic acid methyl ester COC(C(Cl)Cl)=O